C(#N)C=1C=C(C=CC1)C1=CCC(CN(C1)S(=O)(=O)C1=CC=C(C)C=C1)(O)C 6-(3-cyanophenyl)-3-methyl-1-p-toluenesulfonyl-2,3,4,7-tetrahydro-1H-azepin-3-ol